N-(3-carbamoylphenyl)-2-[(4,4-difluorocyclohexyl)methyl]-7-fluoroindazole-3-carboxamide C(N)(=O)C=1C=C(C=CC1)NC(=O)C=1N(N=C2C(=CC=CC12)F)CC1CCC(CC1)(F)F